(3S,3aR,6R,6aS)-6-((tert-butyldimethylsilyl)oxy)hexahydrofuro[3,2-b]furan-3-ol [Si](C)(C)(C(C)(C)C)O[C@@H]1CO[C@H]2[C@@H]1OC[C@@H]2O